FC1=C(CC2(OCCC2)CNC(=O)C2=NN(C(N2)=O)C)C=CC(=C1)F N-((2-(2,4-difluorobenzyl)tetrahydrofuran-2-yl)methyl)-1-methyl-5-oxo-4,5-dihydro-1H-1,2,4-triazole-3-carboxamide